C(C)(C)C=CC isopropyl-(propylene)